S1C2=C(C=C1)C(=CC=C2)CN2CCC1(CC2)COC2=CC=3C(N(CC3C=C21)C2C(NC(CC2)=O)=O)=O 3-(1'-(benzo[b]thiophen-4-ylmethyl)-7-oxo-5,7-dihydro-2H,6H-spiro[furo[2,3-f]isoindole-3,4'-piperidin]-6-yl)piperidine-2,6-dione